NC(CNC1=NC(=C2C(=N1)N(N=C2)C)NC=2C=NC(=CC2)C(F)(F)F)(C)C2=CC=CC=C2 6-N-(2-amino-2-phenylpropyl)-1-methyl-4-N-[6-(trifluoromethyl)pyridin-3-yl]pyrazolo[3,4-d]pyrimidine-4,6-diamine